(1-(cyclopropylmethyl)piperidin-3-yl)(5-(hydroxymethyl)-6-methoxynaphthalen-2-yl)methanone hydrochloride Cl.C1(CC1)CN1CC(CCC1)C(=O)C1=CC2=CC=C(C(=C2C=C1)CO)OC